BrC1=NNC(=C1C(=O)OCC)C ethyl 3-bromo-5-methyl-1H-pyrazole-4-carboxylate